tert-butyl [(1R)-1-{3-[(2RS)-1,1-difluoro-2-hydroxybutyl]-2-fluorophenyl}ethyl]carbamate FC([C@@H](CC)O)(F)C=1C(=C(C=CC1)[C@@H](C)NC(OC(C)(C)C)=O)F |&1:2|